C1=CC=CC=2N(C3=C(CCC21)C=CC=C3)CCCN 3-(10,11-dihydro-5H-dibenzo[b,f]azepin-5-yl)propan-1-amine